Fluorophosphoric acid P(O)(O)(=O)F